COC1=C(C=C2NC(C(=NC2=C1)C)=O)CN1CCN(CC1)C=1C=CC(=NC1C)C(=O)NC 5-(4-((7-methoxy-2-methyl-3-oxo-3,4-dihydroquinoxalin-6-yl)methyl)piperazin-1-yl)-N,6-dimethylpicolinamide